2-(3-((6-(((S)-1-(3-(tert-butyl)phenyl)ethyl)carbamoyl)-1,2-dimethyl-1H-indol-3-yl)methyl)phenoxy)-2-cyclopropyl-acetic acid C(C)(C)(C)C=1C=C(C=CC1)[C@H](C)NC(=O)C1=CC=C2C(=C(N(C2=C1)C)C)CC=1C=C(OC(C(=O)O)C2CC2)C=CC1